(R)-2-hydroxy-N-((R)-3-(1-methylcyclopropyl)-1-oxo-1-(((S)-3-oxo-1-((S)-2-oxopyrrolidin-3-yl)-4-(trifluoromethoxy)butan-2-yl)amino)propan-2-yl)butanamide O[C@@H](C(=O)N[C@@H](C(N[C@@H](C[C@H]1C(NCC1)=O)C(COC(F)(F)F)=O)=O)CC1(CC1)C)CC